(2-amino-6-(4-chloro-1H-indazol-5-yl)imidazo[1,2-a]pyridin-3-yl)((1S,2S)-2-fluorocyclopropyl)methanone NC=1N=C2N(C=C(C=C2)C=2C(=C3C=NNC3=CC2)Cl)C1C(=O)[C@H]1[C@H](C1)F